C(C1=CC=CC=C1)N1C2(COC2)CC(CC1)C#N 5-benzyl-2-oxa-5-azaspiro[3.5]nonane-8-carbonitrile